tert-butyl 4-{[(2S,4S)-4-hydroxy-2-[4-(methoxycarbonyl) phenyl] piperidin-1-yl] methyl}-5-methoxy-7-methyl-1H-indole-1-carboxylate O[C@@H]1C[C@H](N(CC1)CC1=C2C=CN(C2=C(C=C1OC)C)C(=O)OC(C)(C)C)C1=CC=C(C=C1)C(=O)OC